2-Chloro-9-methyl-6-[4-(trifluoromethoxy)phenyl]purine ClC1=NC(=C2N=CN(C2=N1)C)C1=CC=C(C=C1)OC(F)(F)F